benzyl (1,4-dioxa-8-azaspiro[4.5]decan-8-yl)carbamate O1CCOC12CCN(CC2)NC(OCC2=CC=CC=C2)=O